CC1C[C@@H](CO1)O (3S)-5-methyltetrahydrofuran-3-ol